C(C)(C)(C)OC(=O)N1C[C@H](CC1)OC1=C(C=C(C(=O)N2CCC(CC2)OC=2C=C(C=CC2)N2CCN(CC2)C(=O)OC(C)(C)C)C=C1)[C@@H]1CC[C@H](CC1)C(C)(C)C trans-tert-butyl (S)-4-(3-((1-(4-((1-(tert-butoxycarbonyl)pyrrolidin-3-yl)oxy)-3-(4-(tert-butyl)cyclohexyl)benzoyl)piperidin-4-yl)oxy)phenyl)piperazine-1-carboxylate